5-(4-oxa-7-azaspiro[2.5]octan-7-yl)pyrazol C1CC12OCCN(C2)C2=CC=NN2